C(#N)C=1C=C(OC2=CC=C(C=C2)\C=C/2\C(=C(C3=CC(=CC=C23)F)CC(=O)O)C)C=CC1 2-[(1Z)-1-{[4-(3-cyanophenoxy)phenyl]Methylene}-5-fluoro-2-methyl-1H-inden-3-yl]Acetic acid